C(C)(=O)C=1C=C(C=C2C(N(C(=NC12)N1CCOCC1)CC1CCC1)=O)Cl 8-acetyl-6-chloro-3-(cyclobutylmethyl)-2-morpholino-quinazolin-4-one